C(C1=CC=CC=C1)(=O)C1=C(OC2=C1C(OC1=C2C=CC=C1)=O)C(=C1CC2=CC=CC=C2C1)C1=CC=CC=C1 2-[(3-Benzoyl-4-oxo-4H-furo[3,2-c][1]benzopyran-2-yl)phenylmethylene]-1H-indene